N-{2-[(4-methoxyphenyl)methyl]-3-methyl-1,1-dioxo-2H-1λ6,2,4-benzothiadiazin-8-yl}pyridine-3-carboxamide COC1=CC=C(C=C1)CN1S(C2=C(N=C1C)C=CC=C2NC(=O)C=2C=NC=CC2)(=O)=O